C(C)OCCOCCOC(NC1=CC=CC=C1)=O 2-(2-Ethoxyethoxy)ethylphenylcarbamat